C(C1=CC=CC=C1)N1N=CC(=N1)C(=O)N[C@@H]1C(N(C2=C(O[C@@H]1C)C=CC=N2)C)=O 2-benzyl-N-((2R,3S)-2,5-dimethyl-4-oxo-2,3,4,5-tetrahydropyrido[3,2-b][1,4]oxazepin-3-yl)-2H-1,2,3-triazole-4-carboxamide